1-hydroxycyclohexyl-phenylketone OC1(CCCCC1)C1=C(C=CC=C1)C(=O)C1=C(C=CC=C1)C1(CCCCC1)O